tert-butyl (5-(4,4,5,5-tetramethyl-1,3,2-dioxaborolan-2-yl)thiazol-2-yl)((2-(trimethylsilyl)ethoxy)methyl)carbamate CC1(OB(OC1(C)C)C1=CN=C(S1)N(C(OC(C)(C)C)=O)COCC[Si](C)(C)C)C